N1=CC(=CC=C1)OCC12CCOC(C1)C2 5-((pyridin-3-yloxy)methyl)-2-oxabicyclo[3.1.1]heptan